Cl.COC1=C(C=C(C=C1)NC(=O)C1C(CCC1)=O)OCC1CN(CC1)C N-[4-methoxy-3-[(1-methylpyrrolidin-3-yl)methoxy]phenyl]-2-oxocyclopentane-1-carboxamide hydrochloride salt